(1S,2S,3S)-N-[7-chloro-6-[4-((3S,4S)-4-hydroxy-3-methyl-tetrahydrofuran-3-yl)piperazin-1-yl]-3-isoquinolinyl]-2-methyl-3-(1-methylpyrazol-3-yl)cyclopropanecarboxamide ClC1=C(C=C2C=C(N=CC2=C1)NC(=O)[C@H]1[C@H]([C@@H]1C1=NN(C=C1)C)C)N1CCN(CC1)[C@]1(COC[C@H]1O)C